2-[2-[2-(2-hydroxyethoxy)ethoxy]ethoxy]ethyl 4-methylbenzenesulfonate CC1=CC=C(C=C1)S(=O)(=O)OCCOCCOCCOCCO